L-lysyl-L-cystine N[C@@H](CCCCN)C(=O)C([C@@H](C(=O)O)N)SSC[C@@H](C(=O)O)N